CC1=NOC(=C1C1=CC=C2C=3N([C@H](COC31)C3=NC=CC=C3)C(=N2)N2C[C@H]3N(CC2)CCC3)C (4S)-7-(3,5-dimethylisoxazol-4-yl)-2-[(8aS)-hexahydropyrrolo[1,2-a]pyrazin-2(1H)-yl]-4-pyridin-2-yl-4,5-dihydroimidazo[1,5,4-de][1,4]benzoxazine